tert-butyl (1-(4-(2-(2-aminopyridin-3-yl)-5-(2-cyanophenyl)-3H-imidazo[4,5-b]pyridin-3-yl)benzyl)piperidin-4-yl)carbamate NC1=NC=CC=C1C1=NC=2C(=NC(=CC2)C2=C(C=CC=C2)C#N)N1C1=CC=C(CN2CCC(CC2)NC(OC(C)(C)C)=O)C=C1